(S)-1,1,1-trifluoro-3-((1-(6-nitrobenzofuran-2-yl)ethylidene)amino)propan-2-amine FC([C@H](CN=C(C)C=1OC2=C(C1)C=CC(=C2)[N+](=O)[O-])N)(F)F